(S)-1-(3-((6-nitropyridin-3-yl)oxy)hexahydropyridin-1-yl)ethan-1-one [N+](=O)([O-])C1=CC=C(C=N1)O[C@@H]1CN(CCC1)C(C)=O